C12CN(CC(N1)C2)C=2OC1=C(N2)C(=CC=C1C=1SC=CN1)S(=O)(=O)N1CCCC1 2-(3,6-diazabicyclo[3.1.1]heptan-3-yl)-4-(pyrrolidine-1-ylsulfonyl)7-(thiazol-2-yl)-benzo[d]oxazole